6-bromo-4-(butoxycarbonyl)-7-methylquinoline-2-carboxylic acid BrC=1C=C2C(=CC(=NC2=CC1C)C(=O)O)C(=O)OCCCC